FC1=C(OC2=CC=CC=3N(C(=NC32)CN3C(C(=CC=C3)[N+](=O)[O-])=O)C(=O)OC(C)(C)C)C=CC(=C1)F tert-butyl 4-(2,4-difluorophenoxy)-2-((3-nitro-2-oxopyridin-1(2H)-yl)methyl)-1H-benzo[d]imidazole-1-carboxylate